CSC1=NC=C(C=C1[N+](=O)[O-])C#C[Si](C)(C)C 2-(Methylthio)-3-nitro-5-((trimethylsilyl)ethynyl)pyridine